3-bromo-6-(1-(4-fluorobenzyl)-1H-pyrazol-4-yl)-7,8-dihydro-1,6-naphthyridin-5(6H)-one BrC=1C=NC=2CCN(C(C2C1)=O)C=1C=NN(C1)CC1=CC=C(C=C1)F